CC(=O)N[C@@H](CSC1=C(C(=O)C=C2C1=NC3=C(O2)C=CC(=C3)C(=O)[O-])N)C(=O)[O-] The molecule is an L-alpha-amino-acid anion obtained by deprotonation of the two carboxy groups of grixazone B. It is a conjugate base of a grixazone B.